6-Aminophenylpropan NC1=CC=CC=C1CCC